C(C)(=O)C12N=CN=C(C2=NCN1[C@H]1[C@H](O)[C@H](OP(=O)(O)O)[C@@H](COP(=O)(O)OP(=O)(O)OCC(C)(C)[C@@H](O)C(=O)NCCC(=O)NCCS)O1)N 4-Acetyl-CoA